Cl.FC(C1(CNCC1)O)(F)F 3-(trifluoro-methyl)pyrrolidin-3-ol hydrochloride